CC1=CCC(CC1O)C(=C)C p-mentha-6,8-dien-2-ol